ClC1=C(C(=CC=C1CC)N)N 3-chloro-4-ethylbenzene-1,2-diamine